4'-(tert-butyl)-[1,1'-biphenyl]-2-amine C(C)(C)(C)C1=CC=C(C=C1)C=1C(=CC=CC1)N